(1R,2S)-2-(3-{[2-(azetidin-1-yl)-5-methoxypyrimidin-4-yl]amino}-1H-indazol-6-yl)-5'-methoxyspiro[cyclopropane-1,3'-indol]-2'(1H)-one N1(CCC1)C1=NC=C(C(=N1)NC1=NNC2=CC(=CC=C12)[C@@H]1C[C@@]12C(NC1=CC=C(C=C21)OC)=O)OC